ClC=1C=CC(=NC1)C(F)(F)F 5-Chloro-2-trifluoromethylpyridine